[3-(methacryloylamino)propyl]dimethylamine C(C(=C)C)(=O)NCCCN(C)C